C1(=C(C(=C(C=2C3=C(C(=C(C(=C3N(C12)C=1C=C(C=CC1)N(C1=C(C(=CC(=C1)C(C)(C)C)N(C1=C(C=CC=C1)C1=CC=C(C=C1)C(C)(C)C)C1=CC(=CC=C1)N1C2=C(C(=C(C(=C2C=2C(=C(C(=C(C12)[2H])[2H])[2H])[2H])[2H])[2H])[2H])[2H])Br)C1=C(C=CC=C1)C1=CC=C(C=C1)C(C)(C)C)[2H])[2H])[2H])[2H])[2H])[2H])[2H])[2H] N1,N3-bis(3-(9H-carbazol-9-yl-d8)phenyl)-2-bromo-5-(tert-butyl)-N1,N3-bis(4'-(tert-butyl)-[1,1'-biphenyl]-2-yl)benzene-1,3-diamine